1,3-bis[(4-methoxyphenyl)methyl]-2,6-dioxo-5-(prop-1-yn-1-yl)-1,2,3,6-tetrahydropyrimidine-4-carboxylic acid COC1=CC=C(C=C1)CN1C(N(C(=C(C1=O)C#CC)C(=O)O)CC1=CC=C(C=C1)OC)=O